N-(2-(4-cyclopropylpiperazine-1-yl)-5-((6-((S)-3-(3-(dimethyl-amino)benzyl)isoxazolidine-2-yl)pyrimidine-4-yl)amino)-4-methoxyphenyl)acrylamide C1(CC1)N1CCN(CC1)C1=C(C=C(C(=C1)OC)NC1=NC=NC(=C1)N1OCC[C@@H]1CC1=CC(=CC=C1)N(C)C)NC(C=C)=O